(αs)-5-chloro-α,2-difluoro-phenylpropionic acid ClC=1C=CC(=C(C1)[C@](C(=O)O)(C)F)F